C(=O)(OCC1=CC=CC=C1)N[C@H](CO[Si](C)(C)C(C)(C)C)C(=O)O N-Cbz-O-TBDMS-D-serine